C(C1=CC=CC=C1)OC1=NC(=CC=C1C1=NN(C2=C(C=CC=C12)N1CCC(CC1)CN1C2CN(CC1C2)C(=O)OC(C)(C)C)C)OCC2=CC=CC=C2 tert-butyl 6-((1-(3-(2,6-bis(benzyloxy)pyridin-3-yl)-1-methyl-1H-indazol-7-yl)piperidin-4-yl)methyl)-3,6-diazabicyclo[3.1.1]heptane-3-carboxylate